ClC1=CC=C(C=C1)[C@@H](C(=O)N1CCN(CC1)C=1C2=C(N=CN1)[C@@H](C[C@H]2C)O)CN2C[C@H](CC2)N(C)C (R)-2-(4-chlorophenyl)-3-((S)-3-(dimethylamino)pyrrolidin-1-yl)-1-(4-((5R,7R)-7-hydroxy-5-methyl-6,7-dihydro-5H-cyclopenta[d]pyrimidin-4-yl)piperazin-1-yl)propan-1-one